(2R,3R,4R,5S)-5-((2-chloro-6-(trifluoromethyl)pyrimidin-4-yl)amino)-2-(hydroxymethyl)tetrahydro-2H-pyran-3,4-diol ClC1=NC(=CC(=N1)N[C@@H]1[C@H]([C@H]([C@H](OC1)CO)O)O)C(F)(F)F